O1CC(C1)=O 3-oxetanone